[K].N1=C(N=CC=C1)O pyrimidyl alcohol potassium salt